CC1(OC[C@@]2([C@H](O1)C1=CC=CC=C1C2)C)C |r| (4aRS,9bRS)-2,2,4a-trimethyl-4,4a,5,9b-tetrahydroindeno[1,2-d][1,3]dioxine